bromo-3-chloro-2'-methoxy-5'-methyl-[1,1'-biphenyl] BrC1=C(C=CC=C1Cl)C1=C(C=CC(=C1)C)OC